OCCC1(CCC1)NC(=O)C=1N(N=C2C=CC(=CC12)OCC=1C(=NC=CC1)C(F)(F)F)C N-[1-(2-hydroxyethyl)cyclobutyl]-2-methyl-5-{[2-(trifluoromethyl)pyridin-3-yl]methoxy}-2H-indazole-3-carboxamide